5,5-dimethyl-3-oxo-1-cyclohexylideneamine CC1(CC(CC(C1)=N)=O)C